tert-butyl {4-[methoxy(methyl)carbamoyl]bicyclo[2.2.2]octan-1-yl}carbamate CON(C(=O)C12CCC(CC1)(CC2)NC(OC(C)(C)C)=O)C